ClC1=C(C=CC=C1F)C1N(CCOCC1)C=1N=CC(=NC1)C(=O)N[C@H](C)\C=C\S(=O)(=O)C 5-(5-(2-chloro-3-fluorophenyl)-1,4-oxazepan-4-yl)-N-((R,E)-4-(methylsulfonyl)but-3-en-2-yl)pyrazine-2-carboxamide